1-hydroxy-1,1-diphenylpropan-2-one OC(C(C)=O)(C1=CC=CC=C1)C1=CC=CC=C1